FC1=C(C=CC=C1)NC1=NC(=NC=C1C)NC1=CC2=C(B(OC2)O)C=C1 5-((4-((2-fluorophenyl)amino)-5-methylpyrimidin-2-yl)amino)benzo[c][1,2]oxaborol-1(3H)-ol